2-((1H-imidazol-4-yl)ethynyl)-3-benzyl-9-methyl-4H,6H-thieno[2,3-e][1,2,4]triazolo[3,4-c][1,4]oxazepine N1C=NC(=C1)C#CC1=C(C2=C(N3C(COC2)=NN=C3C)S1)CC1=CC=CC=C1